O[C@@H]1[C@@H](O)[C@@H](O)[C@H](O1)[C@@H](O)CO β-L-gulofuranose